[N+](=O)([O-])C(CO)C 2-nitro-1-propanol